1,3,6-hexanetriol C(CC(CCCO)O)O